S1CCC(=CC1)N1NC(C=C1)=O 2-(3,6-dihydro-2H-thiopyran-4-yl)-5-oxopyrazoline